BrC=1C=C(C(=NC1OC1CC2=CC=CC=C2C1)C)C(=N)N(C)CC (5-bromo-6-indan-2-yloxy-2-meth-yl-3-pyridyl)-N-ethyl-N-methyl-formamidine